CS(=O)(=O)NC(=O)C1=NC(=CC=C1)OC([2H])([2H])[2H] N-(methylsulfonyl)-6-(methoxy-d3)pyridine-2-carboxamide